5-(quinoxalin-6-yl)-1H-imidazol N1=CC=NC2=CC(=CC=C12)C1=CN=CN1